BrC1=CC=C(C=C1)S(=O)(=O)NC12CC3CC(CC(C1)C3)C2 4-Bromo-N-(tricyclo[3.3.1.13,7]dec-1-yl)benzenesulfonamide